NC1=CC=C(N)C=C1 monoamino-aniline